BrC1=CC2=C(N=C(OC2=O)C2=CC3=CN(N=C3C=C2)C)C=C1 6-bromo-2-(2-methyl-2H-indazol-5-yl)-4H-benzo[d][1,3]oxazin-4-one